[Fe+3].ClC1=C2NC(=C1)C(=C1C=CC(=N1)C(=C1C=CC(N1)=C(C=1C=CC(N1)=C2C2=CC=CC=C2)C2=CC=CC=C2)C2=CC=CC=C2)C2=CC=CC=C2 chloro(tetraphenylporphyrin) iron (III)